1-(3-ethoxy-4-methoxyphenyl)-2-(methylsulfonyl)-N-(trimethylsilyl)ethylamine C(C)OC=1C=C(C=CC1OC)C(CS(=O)(=O)C)N[Si](C)(C)C